5,5-difluoro-2-azabicyclo[2.2.1]heptane FC1(C2CNC(C1)C2)F